NC1=C(C=C(C=N1)C=1C=C2N(N1)CCC21CN(C1)C(=O)NC(C)(C)C1=CC(=CC=C1)F)C(F)(F)F 2'-[6-amino-5-(trifluoromethyl)pyridin-3-yl]-N-[2-(3-fluorophenyl)propan-2-yl]-5',6'-dihydrospiro[azetidine-3,4'-pyrrolo[1,2-b]pyrazole]-1-carboxamide